5-(1-i-hexanoyl-5-phenylpyrazolidin-3-ylidene)-1,3-dimethylbarbituric acid C(CCC(C)C)(=O)N1NC(CC1C1=CC=CC=C1)=C1C(N(C(N(C1=O)C)=O)C)=O